N1N=CC(=C1)C=1C=C(C=C(C1)C(F)(F)F)C=1C=C2CCN(C(C2=CC1)=O)C=1C=CC(=C(C1)NS(=O)(=O)C)OCOCCOC N-(5-(6-(3-(1H-pyrazol-4-yl)-5-(trifluoromethyl)phenyl)-1-oxo-3,4-dihydroisoquinolin-2(1H)-yl)-2-((2-methoxyethoxy)methoxy)phenyl)methanesulfonamide